F[P-](F)(F)(F)(F)F.OC1=CC=C(C=C1)CC(C1=CC=CC2=CC=CC=C12)[SH2+] (4-hydroxyphenylmethyl-(1-naphthylmethyl))sulfonium hexafluorophosphate